bis(2-methoxyethyl)phthalate COCCOC(C=1C(C(=O)OCCOC)=CC=CC1)=O